2-(2'-(4-methyl-4H-1,2,4-triazol-3-yl)-[1,1'-biphenyl]-3-yl)-6-(2-(pyrrolidin-1-yl)ethoxy)-7-(trifluoromethyl)-1H-benzo[d]imidazole CN1C(=NN=C1)C1=C(C=CC=C1)C1=CC(=CC=C1)C1=NC2=C(N1)C(=C(C=C2)OCCN2CCCC2)C(F)(F)F